N-(4-aminomethyl-phenyl)-N'-[6-methyl-5-(1,2,3,6-tetrahydro-pyridin-4-yl)-pyrazin-2-yl]-terephthalamide NCC1=CC=C(C=C1)NC(C1=CC=C(C(=O)NC2=NC(=C(N=C2)C=2CCNCC2)C)C=C1)=O